C(#N)C=1C=C(C=CC1)C1=C(C=CC=C1)S(=O)(=O)C1=CC=C(C=C1)NC(=O)NCC1=CC=NC=C1 1-(4-((3'-Cyano-[1,1'-biphenyl]-2-yl)sulfonyl)phenyl)-3-(pyridin-4-ylmethyl)urea